OC1=CC(=C(C=C1)NC(OC(C)(C)C)=O)SC tert-butyl N-(4-hydroxy-2-methylsulfanyl-phenyl)carbamate